(1S,2R,3S)-3-[(4-chlorophenyl)methyl]-2-hydroxy-1-methyl-2-(1H-1,2,4-triazol-1-ylmethyl)cyclopentanecarboxylate ClC1=CC=C(C=C1)C[C@H]1[C@@]([C@](CC1)(C(=O)[O-])C)(CN1N=CN=C1)O